Hyponitrous acid N(O)=NO